CC(C)=CCC\C(\C)=C\CO (E)-geraniol